C(C)(C)(C)OC(=O)NC12CC(C1)(C2)C(=O)ON2C(C1=CC=CC=C1C2=O)=O 1,3-dioxoisoindolin-2-yl 3-((tert-butoxycarbonyl)amino)bicyclo[1.1.1]pentane-1-carboxylate